((8-cyclopentyl-7-ethyl-5-methyl-6-oxo-5,6,7,8-tetrahydropteridin-2-yl)amino)-3-methoxybenzoyl-hydrazine sodium [Na].C1(CCCC1)N1C(C(N(C=2C=NC(=NC12)NN(N)C(C1=CC(=CC=C1)OC)=O)C)=O)CC